3-(6-(4-(2-ethoxyphenyl)-1H-1,2,3-triazol-1-yl)-1-oxoisoindolin-2-yl)piperidine-2,6-dione C(C)OC1=C(C=CC=C1)C=1N=NN(C1)C1=CC=C2CN(C(C2=C1)=O)C1C(NC(CC1)=O)=O